N-[(2R)-2-hydroxy-2-phenylethyl]-1-{4-[4-({[3-(trifluoromethoxy)phenyl]methyl}carbamoyl)-1H-1,2,3-triazol-1-yl]butyl}-1H-1,2,3-triazole-4-carboxamide O[C@@H](CNC(=O)C=1N=NN(C1)CCCCN1N=NC(=C1)C(NCC1=CC(=CC=C1)OC(F)(F)F)=O)C1=CC=CC=C1